NC=1C=C(C=CC1N)S(=O)(=O)[O-].[Na+] sodium 3,4-diaminobenzenesulfonate